ClC1=C(C=CC=C1)C1=C(C2=C(N=C(N=C2)NC2=C(C=C(C=C2)N(C)CCN(C)C)OC)N(C1=O)C)C#C 6-(2-chlorophenyl)-2-[(4-[[2-(dimethylamino)ethyl](methyl)amino]-2-methoxyphenyl)amino]-5-ethynyl-8-methylpyrido[2,3-d]pyrimidin-7-one